COC1=CC=C(COC2=CC=C(C=C)C=C2)C=C1 4-p-methoxy-benzoxystyrene